ClC1=NC=C(C(=N1)OCC1=CC=C(C=C1)C=1N(C=C(N1)C(F)(F)F)C)C=1N=CSC1 4-[2-chloro-4-[[4-[1-methyl-4-(trifluoromethyl)imidazol-2-yl]phenyl]methoxy]pyrimidin-5-yl]thiazole